OC[C@H](C)N1C=NC2=C(C1=O)C=C(N=C2C=2C=NN(C2)C)C2=CC=CC=C2 (S)-3-(1-hydroxy-prop-2-yl)-8-(1-methyl-1H-pyrazol-4-yl)-6-phenylpyrido[3,4-d]pyrimidin-4(3H)-one